ClC1=C2C=C(NC2=CC(=C1)F)C(=O)N1CC=2N(CC1)N=CC2C(=O)N2CC(CC2)(F)F 4-chloro-2-[3-(3,3-difluoropyrrolidine-1-carbonyl)-4H,5H,6H,7H-pyrazolo[1,5-a]pyrazine-5-carbonyl]-6-fluoro-1H-indole